(3,4-dimethoxybicyclo[4.2.0]oct-1,3,5-trien-7-yl)methylamine hydrochloride Cl.COC=1C=C2CC(C2=CC1OC)CN